C(C)OCCOCCNCCCS(=O)(=O)O 3-[[2-(2-ethoxyethoxy)ethyl]amino]propanesulfonic acid